ClC1=C(C=C(CNC=2NC(=C(N2)C=2C=C3C=NN(C3=CC2)C)C2=NC(=CC=C2)C)C=C1)F N-(4-chloro-3-fluorobenzyl)-4-(1-methyl-1H-indazol-5-yl)-5-(6-methylpyridin-2-yl)-1H-imidazol-2-amine